CS(=O)(=O)CC=1C=C(C=CC1)O 3-((methylsulfonyl)methyl)phenol